methylene-7-methylguanosine C=C([C@@H]1[C@H]([C@H]([C@@H](O1)N1C=[N+](C=2C(=O)NC(N)=NC12)C)O)O)O